oxyDisodium O([Na])[Na]